(S)-N-(4-cyanobenzylidene)-2-methylpropane-2-sulfinamide C(#N)C1=CC=C(C=N[S@@](=O)C(C)(C)C)C=C1